N-(1-{3-[3-(dimethylamino)propoxy]phenyl}ethyl)-2-methyl-6-(3-methyl-1-benzofuran-5-yl)pyrimidin CN(CCCOC=1C=C(C=CC1)C(C)N1C(N=CC=C1C=1C=CC2=C(C(=CO2)C)C1)C)C